N-[4-[1-[4-(trifluorometh-oxy)phenyl]-1,2,4-triazol-3-yl]phenyl]carbamate FC(OC1=CC=C(C=C1)N1N=C(N=C1)C1=CC=C(C=C1)NC([O-])=O)(F)F